(1S,3R,4S)-N-[(1R)-1-cyano-2-[(3R)-2-oxo-3-piperidyl]ethyl]-2-[(2R)-3-cyclopropyl-2-[(2,2,2-trifluoroacetyl)amino]propanoyl]-5,5-difluoro-2-azabicyclo[2.2.2]octane-3-carboxamide C(#N)[C@@H](C[C@@H]1C(NCCC1)=O)NC(=O)[C@@H]1N([C@@H]2CC([C@H]1CC2)(F)F)C([C@@H](CC2CC2)NC(C(F)(F)F)=O)=O